N-(2,6-Dimethyl-4-morpholin-4-yl-phenyl)-2-p-tolyl-acetamide CC1=C(C(=CC(=C1)N1CCOCC1)C)NC(CC1=CC=C(C=C1)C)=O